N-((1S)-1-(6-(2-cyano-6-(trifluoromethyl)phenyl)-5-fluoro-1-neopentyl-1H-indol-3-yl)-2,2-difluoroethyl)cyclopropanesulfonamide C(#N)C1=C(C(=CC=C1)C(F)(F)F)C1=C(C=C2C(=CN(C2=C1)CC(C)(C)C)[C@@H](C(F)F)NS(=O)(=O)C1CC1)F